methyl 3-cyclopropyl-4-oxo-4,5,6,7-tetrahydro-1-benzofuran-2-carboxylate C1(CC1)C1=C(OC2=C1C(CCC2)=O)C(=O)OC